C(=O)(O)CC[N+](CCOC(C(=C)C)=O)(C)C 2-carboxy-N,N-dimethyl-N-(2'-(methacryloyloxy)ethyl)ethylammonium